NC1=NN=NN1CC[Si](OCC)(OCC)OCC 5-amino-1-[2-(triethoxysilyl)ethyl]-1H-tetrazole